2-bromo-4-chloro-1-[[1-(trifluoromethyl)cyclopropyl]methoxy]benzene Methyl-(3S,6R)-6-methyl-1-(2-(4-(pyrimidin-5-yl)phenyl)acetyl)piperidine-3-carboxylate COC(=O)[C@@H]1CN([C@@H](CC1)C)C(CC1=CC=C(C=C1)C=1C=NC=NC1)=O.BrC1=C(C=CC(=C1)Cl)OCC1(CC1)C(F)(F)F